(R)-(4-amino-7-fluoro-3-methyl-1,3-dihydrofuro[3,4-c]quinolin-8-yl)(6-(2-methylbenzo[d]thiazol-6-yl)-5,6-diazaspiro[2.4]hept-5-yl)methanone NC1=NC=2C=C(C(=CC2C2=C1[C@H](OC2)C)C(=O)N2CC1(CC1)CN2C2=CC1=C(N=C(S1)C)C=C2)F